FC1=C(OCC2=NC=CC(=N2)O[C@@H]2C[C@@H](N(CC2)CC2=NC3=C(N2C[C@@H]2COCC2)C=C(C=C3)C(=O)O)C)C=CC(=C1)F 2-{[(2S,4S)-4-({2-[(2,4-Difluorophenoxy)methyl]pyrimidin-4-yl}oxy)-2-methylpiperidin-1-yl]methyl}-1-{[(3R)-oxolan-3-yl]methyl}-1H-1,3-benzodiazole-6-carboxylic acid